S(=O)(=O)(OCCN)O beta-aminoethyl hydrogen sulfate